C(C#C)N(CCCCCCCCCCCCCC)CCCCCCCCCCCCCC N-(prop-2-yn-1-yl)-N-tetradecyltetradecan-1-amine